N1C=NC2=C1C=CC(=C2)C#N 1H-benzoimidazole-5-carbonitrile